1-(4-benzyl-3-oxo-3,4-dihydro-2H-benzo[b][1,4]thiazin-6-yl)-3-(1H-indazol-6-yl)urea C(C1=CC=CC=C1)N1C2=C(SCC1=O)C=CC(=C2)NC(=O)NC2=CC=C1C=NNC1=C2